C(C)(C)(C)OC(=O)N1CC(C1)C(C(=O)O)CCO 2-(1-(tert-butoxycarbonyl)azetidin-3-yl)-4-hydroxybutanoic acid